alpha-bromostearate BrC(C(=O)[O-])CCCCCCCCCCCCCCCC